S1C=NC2=C1C=CC=C2CC(=O)NC2=NNC(=C2)[C@@H]2C[C@@H](CC2)N(C(O)=O)CC.CC2(C1=CC=CC=C1C=1C=CC(=CC21)N(C2=CC=CC=C2)C2=CC=C(C=C2)C2=CC=C(C=C2)N(C2=CC=1C(C3=CC=CC=C3C1C=C2)(C)C)C2=CC=CC=C2)C 4,4'-bis[N-(9,9-dimethylfluoren-2-yl)-N-phenylamino]biphenyl (1R,3S)-3-{3-[(1,3-benzothiazol-4-ylacetyl)amino]-1H-pyrazol-5-yl}cyclopentyl-ethylcarbamate